NC1=CC=C(C=C1)C1=CC(=C2C=CC3=C(C=C(C4=CC=C1C2=C34)C3=CC=C(C=C3)N)C3=CC=C(C=C3)N)C3=CC=C(C=C3)N 1,3,6,8-tetrakis(4-aminophenyl)pyrene